N1=C(NC2=C1C=CC=C2)C=2C(=NON2)N 4-(benzimidazol-2-yl)-1,2,5-oxadiazol-3-amine